1-(4-amino-2-butyl-7-(hydroxymethyl)-1H-imidazo[4,5-c]quinolin-1-yl)-2-methylpropan-2-ol NC1=NC=2C=C(C=CC2C2=C1N=C(N2CC(C)(O)C)CCCC)CO